FC1=CC=C2C(=CNC2=C1)C1CN(CC1)CCC1=NN=C2N1C(=CC=C2)OC 6-fluoro-3-(1-(2-(5-methoxy-(1,2,4)triazolo(4,3-a)pyridin-3-yl)ethyl)pyrrolidin-3-yl)-1H-indole